4-(4-{3-[(4-{1-[6-(tert-butoxy)-6-oxohexyl]imidazole-2-amido}-1-methylpyrrol-2-yl)formamido]propanamido}-1-methylimidazole-2-amido)-1-methylpyrrole-2-carboxylic acid C(C)(C)(C)OC(CCCCCN1C(=NC=C1)C(=O)NC=1C=C(N(C1)C)C(=O)NCCC(=O)NC=1N=C(N(C1)C)C(=O)NC=1C=C(N(C1)C)C(=O)O)=O